1-(benzofuran-5-yl)-3,4,6-tribenzyloxy-D-glucal O1C=CC2=C1C=CC(=C2)C=2O[C@@H]([C@]([C@@](C2)(O)OCC2=CC=CC=C2)(O)OCC2=CC=CC=C2)C(O)OCC2=CC=CC=C2